1,6-dichloropyrene ClC1=CC=C2C=CC3=C(C=CC4=CC=C1C2=C34)Cl